methyl 1-methyl-5-oxopyrrolidine-3-carboxylate CN1CC(CC1=O)C(=O)OC